B([O-])([O-])[O-].[Na+].[Na+].[Na+] Trisodium orthoborate